CC=1C=C2C(C=C(OC2=C(C1)C(C)NC1=C(C(=O)O)C=CC=C1)C1=CC=2C(=CN=CC2)N1)=O 2-((1-(6-methyl-4-oxo-2-(1H-pyrrolo[2,3-c]pyridin-2-yl)-4H-chromen-8-yl)ethyl)amino)benzoic acid